C12(CCC(CC1)CC2)N2N=C1C=CC(=C(C1=C2)Br)[N+](=O)[O-] 2-(bicyclo[2.2.2]octan-1-yl)-4-bromo-5-nitro-2H-indazole